4-(2-chloro-3-fluoro-phenyl)-5-[4-[(3S)-1-(3-fluoropropyl)pyrrolidin-3-yl]oxyphenyl]-2,3-dihydro-1-benzothiepin-7-ol ClC1=C(C=CC=C1F)C=1CCSC2=C(C1C1=CC=C(C=C1)O[C@@H]1CN(CC1)CCCF)C=C(C=C2)O